Butyl (1-(3-bromophenyl)cyclopropyl)carbamate BrC=1C=C(C=CC1)C1(CC1)NC(OCCCC)=O